(S)-8-methoxy-5-methyl-4-oxo-2,3,4,5-tetrahydrobenzo[b][1,4]oxazepin-3-yl-carbamic acid tert-butyl ester C(C)(C)(C)OC(N[C@@H]1C(N(C2=C(OC1)C=C(C=C2)OC)C)=O)=O